P(OC1=C(C=CC=C1C(C)(C)C)C)([O-])[O-].P(OC1=C(C=CC=C1C(C)(C)C)C)([O-])[O-] bis(2-methyl-6-tert-butylphenyl) bisphosphite